COC=1N=NC2=CC(=CC=C2C1)C1=C(C=C(C(=N1)C#N)C)C=1C=NN(C1)CC(C)(C)OC 6-(3-Methoxycinnolin-7-yl)-5-[1-(2-methoxy-2-methylpropyl)-1H-pyrazol-4-yl]-3-methylpyridin-2-carbonitril